methyl 5-(trifluoromethylsulfonyloxy)-8,9-dihydro-7H-benzo[7]annulene-2-carboxylate FC(S(=O)(=O)OC1=CCCCC2=C1C=CC(=C2)C(=O)OC)(F)F